BrC1=C(N=C2N(C1=O)C=CS2)N[C@H]2CN(C[C@H](C2)C2=CC=C(C=C2)OCCCl)C 6-bromo-7-[[(3R,5R)-5-[4-(2-chloroethoxy)phenyl]-1-methyl-3-piperidyl]amino]thiazolo[3,2-a]pyrimidin-5-one